1,1,5-trimethylspiro[isobenzofuran-3,4'-piperidine] CC1(OC2(CCNCC2)C2=CC(=CC=C12)C)C